3-(1-oxo-4-{2-[(1S)-6-[(1r,4r)-4-aminocyclohexanecarbonyl]-6-azaspiro[2.5]octan-1-yl]ethynyl}-3H-isoindol-2-yl)piperidine-2,6-dione O=C1N(CC2=C(C=CC=C12)C#C[C@H]1CC12CCN(CC2)C(=O)C2CCC(CC2)N)C2C(NC(CC2)=O)=O